(3,5-dimethylisoxazol-4-yl)methanamine CC1=NOC(=C1CN)C